(1R,5S)-3-(5-(3-((tert-Butyldimethylsilyl)oxy)propynyl)-7-chloro-8-fluoro-2-(methylthio)pyrido[4,3-d]pyrimidin-4-yl)-3,8-diazabicyclo[3.2.1]octane-8-carboxylic acid tert-butyl ester C(C)(C)(C)OC(=O)N1[C@H]2CN(C[C@@H]1CC2)C=2C1=C(N=C(N2)SC)C(=C(N=C1C#CCO[Si](C)(C)C(C)(C)C)Cl)F